N-(4-methoxy-2-methylphenyl)-3-oxo-2-(trifluoromethyl)butanamide COC1=CC(=C(C=C1)NC(C(C(C)=O)C(F)(F)F)=O)C